(5-chloro-6-(2H-1,2,3-triazol-2-yl)pyridin-3-yl)-5-cyclopropyl-1-(4-carbonyl-4H-pyrido[1,2-a]pyrimidin-9-yl)-1H-pyrazole-4-carboxamide ClC=1C=C(C=NC1N1N=CC=N1)C1=NN(C(=C1C(=O)N)C1CC1)C1=CC=CN2C1=NC=CC2=C=O